BrC1=CC(=C2C=CC(NC2=C1F)=O)F 7-bromo-5,8-difluoro-1H-quinolin-2-one